tert-Butyl 2-(2-ethynylphenoxy)acetate C(#C)C1=C(OCC(=O)OC(C)(C)C)C=CC=C1